N-(3-fluoro-4-((1-methyl-2-oxo-2,3-dihydro-1H-imidazo[4,5-b]pyridine-7-yl)oxy)phenyl)-1-phenyl-5-(trifluoromethyl)-1H-imidazole-4-carboxamide FC=1C=C(C=CC1OC1=C2C(=NC=C1)NC(N2C)=O)NC(=O)C=2N=CN(C2C(F)(F)F)C2=CC=CC=C2